aluminum triethoxide [O-]CC.[O-]CC.[O-]CC.[Al+3]